C(CCCCCC(=O)OC(CCCCCCCC)C)(=O)OCC(COC(CCCCCC(=O)OC(CCCCCCCC)C)=O)(CO)CO O1-[2,2-bis(hydroxymethyl)-3-[7-(1-methylnonoxy)-7-oxo-heptanoyl]oxy-propyl] O7-(1-methylnonyl) heptanedioate